The molecule is a depsipeptide isolated from Jaspis splendens. It has a role as an antineoplastic agent, an animal metabolite and a marine metabolite. It is a depsipeptide, a member of indoles, an organobromine compound, a member of phenols and a methyl ester. C[C@H](C[C@H](C)O)/C=C(\\C)/C[C@H](C)C(=O)N[C@@H](C)C(=O)N(C)[C@H](CC1=C(NC2=CC=CC=C21)Br)C(=O)N[C@H](CC(=O)OC)C3=CC=C(C=C3)O